(1R,2S)-2-[1-(tert-Butoxycarbonyl)-3-[(5-methoxy-2-methylpyrimidin-4-yl)amino]indazol-6-yl]-5'-methoxy-2'-oxospiro[cyclopropane-1,3'-indole]-1'-carboxylic acid tert-butyl ester C(C)(C)(C)OC(=O)N1C([C@@]2(C3=CC(=CC=C13)OC)[C@@H](C2)C2=CC=C1C(=NN(C1=C2)C(=O)OC(C)(C)C)NC2=NC(=NC=C2OC)C)=O